IC1=C(N=C(N1C[C@H]1OCC1)C=O)C (S)-5-iodo-4-methyl-1-(oxetan-2-ylmethyl)-1H-imidazole-2-carbaldehyde